3-[3-Fluoro-4-[(2-isopropylimidazol-1-yl)methyl]phenyl]-5-isobutyl-thiophene-2-sulfonamide FC=1C=C(C=CC1CN1C(=NC=C1)C(C)C)C1=C(SC(=C1)CC(C)C)S(=O)(=O)N